FC1=C2C=CN(C2=C(C=C1)C)C1=CC(=CC=C1)N1CC(OCC1)CCO 4-fluoro-N-(3-(2-(2-hydroxyethyl)morpholino)phenyl)-7-methyl-1H-indole